((6-((4-(Dimethylamino)butanoyl)oxy)undecane-1,11-diyl)bis(sulfanediyl))bis-(octane-1,2-diyl) dinonanoate C(CCCCCCCC)(=O)OC(CSCCCCCC(CCCCCSCC(CCCCCC)OC(CCCCCCCC)=O)OC(CCCN(C)C)=O)CCCCCC